C1COC(C)(C2=CC=CC=C2)O1 acetophenone ethylene ketal